6-(5-((2-(trifluoromethyl)pyridin-3-yl)thio)-1H-imidazo[4,5-b]pyrazin-2-yl)-5,6,7,8-tetrahydro-1,6-naphthyridin-3-amine FC(C1=NC=CC=C1SC=1N=C2C(=NC1)NC(=N2)N2CC=1C=C(C=NC1CC2)N)(F)F